BrCC1=NOC(=C1)C 3-(bromomethyl)-5-methylisoxazole